6-((1S,3R)-7-ethynyl-3-methyl-2-(2,2,2-trifluoroethyl)-2,3,4,9-tetrahydro-1H-pyrido[3,4-b]indol-1-yl)-N-((S)-1-(3-fluoropropyl)pyrrolidin-3-yl)pyridin-3-amine C(#C)C1=CC=C2C3=C(NC2=C1)[C@H](N([C@@H](C3)C)CC(F)(F)F)C3=CC=C(C=N3)N[C@@H]3CN(CC3)CCCF